C(C)OC(C1=CC(=C(C=C1)Br)OCCCl)=O 4-bromo-3-(2-chloroethoxy)benzoic acid ethyl ester